undec-1-en-4-yl pivalate C(C(C)(C)C)(=O)OC(CC=C)CCCCCCC